N-[4-[[(3aR,5s,6aS)-5-[[6-(2-chloro-5-fluoro-phenyl)pyridazin-3-yl]amino]-3,3a,4,5,6,6a-hexahydro-1H-cyclopenta[c]pyrrol-2-yl]methyl]phenyl]methanesulfonamide ClC1=C(C=C(C=C1)F)C1=CC=C(N=N1)NC1C[C@@H]2[C@@H](CN(C2)CC2=CC=C(C=C2)NS(=O)(=O)C)C1